FC1=CC=C(C(=O)C=2C=C(NC2)C(=O)O)C=C1 4-(4-fluorobenzoyl)-1H-pyrrole-2-carboxylic acid